6-((5-(1,3-Dioxolan-2-yl)pyridin-2-yl)amino)-N-(methyl-d3)-4-((3-(methylsulfonyl)pyridin-2-yl)amino)pyridazine-3-carboxamide O1C(OCC1)C=1C=CC(=NC1)NC1=CC(=C(N=N1)C(=O)NC([2H])([2H])[2H])NC1=NC=CC=C1S(=O)(=O)C